3-(1H-Benzo[d]imidazol-2-yl)-3-(2-hydroxyphenyl)indolin-2-one N1C(=NC2=C1C=CC=C2)C2(C(NC1=CC=CC=C21)=O)C2=C(C=CC=C2)O